CN1N=C(C=C1C=1C=2N(C(=NC1)NCC1=C(C=CC3=C1CCO3)F)C=C(N2)C(=O)N)C 8-(1,3-dimethyl-1H-pyrazol-5-yl)-5-(((5-fluoro-2,3-dihydrobenzofuran-4-yl)methyl)amino)imidazo[1,2-c]pyrimidine-2-carboxamide